4-(dimethoxymethyl)-1-(4-(7-((tetrahydro-2H-pyran-2-yl)oxy)-3-(2,2,2-Trifluoroethyl)-2H-chromen-4-yl)phenyl)piperidine COC(C1CCN(CC1)C1=CC=C(C=C1)C1=C(COC2=CC(=CC=C12)OC1OCCCC1)CC(F)(F)F)OC